ClC=1C(=C2C(=NC1C)CN(C2)C(=O)[C@H]2CN(CC2)C2=NC=NC(=C2)C2CC2)C (3-Chloro-2,4-dimethyl-5,7-dihydropyrrolo[3,4-b]pyridin-6-yl)-[(3R)-1-(6-cyclopropylpyrimidin-4-yl)pyrrolidin-3-yl]methanon